(R)-3-(5-(3-hydroxy-1-methyl-2-oxopyrrolidin-3-yl)isoxazol-3-yl)benzamidine O[C@@]1(C(N(CC1)C)=O)C1=CC(=NO1)C=1C=C(C(=N)N)C=CC1